C(C)(C)(C)OC(=O)N(CCC(C(=O)OC)=O)C([2H])([2H])[2H] methyl 4-((tert-butoxycarbonyl)(methyl-d3)amino)-2-oxobutanoate